7-bromo-1-methyl-2,3-dihydro-1H-inden BrC=1C=CC=C2CCC(C12)C